FC1=C(C(=C(C(=C1[B-](C1=C(C(=C(C(=C1F)F)F)F)F)(C1=C(C(=C(C(=C1F)F)F)F)F)C1=C(C(=C(C(=C1F)F)F)F)F)F)F)F)F.C1(=CC=CC=C1)[S+](C1=CC=C(C=C1)SC1=CC=CC=C1)C1=CC=CC=C1 Diphenyl-4-(Phenylthio)phenylsulfonium tetrakis(pentafluorophenyl)borate